ICC/C=C/CCOCOCOCC\C=C\CCI (3E)-6-iodo-3-hexenyloxymethyl ether